C(C)(C)(C)OC(=O)N1CCC(=CC1)N1N=C(C=C(C1=O)C(=O)OCC)C1=CC=C(C=C1)Cl ethyl 2-(1-(tert-butoxycarbonyl)-1,2,3,6-tetrahydropyridin-4-yl)-6-(4-chlorophenyl)-3-oxo-2,3-dihydropyridazine-4-carboxylate